C[Si](CCOCN1C=NC2=NC(=CC=C21)C=O)(C)C 1-((2-(trimethylsilyl)ethoxy)methyl)-1H-imidazo[4,5-b]pyridine-5-carbaldehyde